2-[[2-[2-(3,3-difluoropyrrolidin-1-yl)-4-(2-fluorophenyl)-3-pyridinyl]imidazo[4,5-c]pyridin-3-yl]methoxy]ethyl-trimethyl-silane FC1(CN(CC1)C1=NC=CC(=C1C1=NC2=C(C=NC=C2)N1COCC[Si](C)(C)C)C1=C(C=CC=C1)F)F